10-(2,5-dihydroxyphenyl)-9,10-dihydro-9-oxa-10-phosphaphenanthrene-10-oxide OC1=C(C=C(C=C1)O)P1(OC2=CC=CC=C2C=2C=CC=CC12)=O